3-(7-(5-methyl-1,3,4-oxadiazol-2-yl)-3-(4-(trifluoromethylphenyl)-1H-pyrazolo[4,3-b]pyridin-1-yl)azetidin-1-yl)prop-2-en-1-one CC1=NN=C(O1)C1=C2C(N(C=C1)C1=C(C=CC=C1)C(F)(F)F)=CNN2C2CN(C2)C=CC=O